(2-sulfopropyl)amide dipotassium salt [K+].[K+].S(=O)(=O)(O)C(C[NH-])C.S(=O)(=O)(O)C(C[NH-])C